C(#N)[C@H](C[C@H]1C(NCC1)=O)NC(=O)[C@@H]1N([C@@H]2CC([C@H]1CC2)(F)F)C([C@@H](CC2CCC2)NC(C(F)(F)F)=O)=O (1S,3R,4S)-N-[(1S)-1-cyano-2-[(3S)-2-oxopyrrolidin-3-yl]ethyl]-2-[(2R)-3-cyclobutyl-2-[(2,2,2-trifluoroacetyl)amino]propanoyl]-5,5-difluoro-2-azabicyclo[2.2.2]octane-3-carboxamide